4-amino-7-chloro-2-oxo-1-phenyl-1,2-dihydroquinoline-3-carboxylic acid cyclopropyl ester C1(CC1)OC(=O)C=1C(N(C2=CC(=CC=C2C1N)Cl)C1=CC=CC=C1)=O